3-((4,4-bis(((Z)-oct-5-en-1-yl)oxy)butanoyl)oxy)-2-((((2-(1-ethylpiperidin-2-yl)ethoxy)carbonyl)oxy)methyl)propyl (9Z,12Z)-octadeca-9,12-dienoate C(CCCCCCC\C=C/C\C=C/CCCCC)(=O)OCC(COC(CCC(OCCCC\C=C/CC)OCCCC\C=C/CC)=O)COC(=O)OCCC1N(CCCC1)CC